methyl 2,3-anhydro-4,6-dideoxy-α-D-allopyranoside O([C@@H]1[C@H]2[C@H](O2)C[C@H](O1)C)C